C(C)N(CCNC1=NC(=NC(=N1)NCCCNC(OC(C)(C)C)=O)NCCCNC(OC(C)(C)C)=O)CCO di-tert-butyl (((6-((2-(ethyl(2-hydroxyethyl)amino)ethyl)amino)-1,3,5-triazine-2,4-diyl)bis(azanediyl))bis(propane-3,1-diyl))dicarbamate